[Na].C(C1=CC=CC=C1)O[C@H]1[C@H]([C@@H](O[C@@H]1CO)N1C=NC=2C(=O)NC(N)=NC12)O (dl)-3'-O-benzyl-guanosine Sodium